CC=1N(C(=CC1)C)C1=CC(=C(C=N1)N1CCN(CC1)C(=O)OC(C)(C)C)C tert-butyl 4-(6-(2,5-dimethyl-1H-pyrrol-1-yl)-4-methylpyridin-3-yl)piperazine-1-carboxylate